(2-(2,6-Dioxopiperidin-3-yl)-1-oxo-1,2-dihydro-phthalazin-6-yl)methyl-carbamic acid tert-butyl ester C(C)(C)(C)OC(NCC=1C=C2C=NN(C(C2=CC1)=O)C1C(NC(CC1)=O)=O)=O